ON1N=NN=C1C=1N=NNC1C1=NN=NN1O 4,5-bis(1-hydroxytetrazol-5-yl)-1,2,3-triazole